tert-butyl 4-(4-chloro-5-((3-fluoro-5-(thiophen-2-ylethynyl)pyridin-2-yl)carbamoyl)-1H-pyrazol-1-yl)piperidine-1-carboxylate ClC=1C=NN(C1C(NC1=NC=C(C=C1F)C#CC=1SC=CC1)=O)C1CCN(CC1)C(=O)OC(C)(C)C